tert-butyl 3-(2-(4-(2-methyl-1H-benzo[d]imidazol-7-yl) piperazin-1-yl) ethyl)-1-oxo-2-oxa-8-azaspiro[4.5]decane-8-carboxylate CC1=NC2=C(N1)C(=CC=C2)N2CCN(CC2)CCC2OC(C1(C2)CCN(CC1)C(=O)OC(C)(C)C)=O